(Z)-tetradecene-11-ol C=CCCCCCCCCC(CCC)O